1,4-Bis-(α-cyano-4-methoxystyryl)-benzene C(#N)C(=CC1=CC=C(C=C1)OC)C1=CC=C(C=C1)C(=CC1=CC=C(C=C1)OC)C#N